C[Si](C#CC1=CC(=C(C=C1)C1=CC=CC=C1)C(F)(F)F)(C)C trimethyl-{[2-(trifluoromethyl)[1,1'-biphenyl]-4-yl]ethynyl}silane